5-(N-(2-((2-chloro-N-(furan-2-ylmethyl)benzoylamino)methyl)-5-(diethylamino)phenyl)-N-ethylsulfamoyl)-3-methylbenzofuran-2-carboxylic acid ethyl ester C(C)OC(=O)C=1OC2=C(C1C)C=C(C=C2)S(N(CC)C2=C(C=CC(=C2)N(CC)CC)CN(CC=2OC=CC2)C(C2=C(C=CC=C2)Cl)=O)(=O)=O